FC=1C=C(CNC2=CC=C(C=C2)C=2C3=C(N=CN2)NC=C3)C=CC1 4-(4-((3-fluorobenzyl)amino)phenyl)-7H-pyrrolo[2,3-d]pyrimidin